C(C1=CC=CC=C1)OCC(C(=O)OC(C)(C)C)(CCCC(CS(=O)(=O)CCO)(C)C)C1=C(C(=CC=C1)Br)F tert-butyl 2-((benzyloxy)methyl)-2-(3-bromo-2-fluorophenyl)-7-((2-hydroxyethyl)sulfonyl)-6,6-dimethylheptanoate